1,4'-(1-(3,5-bis(methoxymethyl)phenyl)ethane-1,1-diyl)bis(2,6-bis(methoxymethyl)phenol) COCC=1C=C(C=C(C1)COC)C(C)(C1=CC(=C(C(=C1)COC)O)COC)C1(C(C=CC=C1COC)COC)O